Cl.[Cl-].[Li].C(C)(C)[Mg+] mono(isopropylmagnesium(II)) monolithium monochloride hydrochloride